C(C1=CC=CC=C1)N1CCC(CC1)NCCCOC=1C(OC2=CC(=CC=C2C1)C=1C=NC(=CC1)F)=O (3-((1-Benzylpiperidin-4-yl)amino)propoxy)-7-(6-fluoropyridin-3-yl)-2H-chromen-2-one